COC=1C=C(C(=O)NC)C=CC1NCC#CC=1N(C2=CC=CC(=C2C1)NC1CCC(CC1)N1CC2C(C1)COC2)CC(F)(F)F 3-methoxy-N-methyl-4-{[3-(4-{[(1S,4S)-4-{hexahydro-1H-furo[3,4-c]pyrrol-5-yl}cyclohexyl]amino}-1-(2,2,2-trifluoroethyl)-1H-indol-2-yl)prop-2-yn-1-yl]amino}benzamide